[Si](C)(C)(C(C)(C)C)O[C@H]1[C@@H](O[C@@H]([C@H]1O[Si](C)(C)C(C)(C)C)CO[Si](C)(C)C(C)(C)C)N1N=CC(=NC1=O)NC(=O)C1CCC1 N-(2-((2R,3R,4R,5R)-3,4-BIS((TERT-BUTYLDIMETHYLSILYL)OXY)-5-(((TERT-BUTYLDIMETHYLSILYL)OXY)METHYL)TETRAHYDROFURAN-2-YL)-3-OXO-2,3-DIHYDRO-1,2,4-TRIAZIN-5-YL)CYCLOBUTANE-CARBOXAMIDE